4,4'-dichloro-8',8'-difluoro-2'-(methylthio)-2,3,5',8'-tetrahydro-6'H-spiro[indene-1,7'-quinazoline] ClC1=C2CCC3(CCC=4C(=NC(=NC4C3(F)F)SC)Cl)C2=CC=C1